C1(=CC=CC=C1)C1(C2=CC=CC(=C2C=2C=CC=CC12)C=1C(=NC=CC1)B1OC(C(O1)(C)C)(C)C)C1=CC=CC=C1 9,9-diphenyl-5-(2-(4,4,5,5-tetramethyl-1,3,2-dioxaborolan-2-yl)pyridin-3-yl)-9H-fluorene